S(=O)(=O)([O-])[O-].OC[P+](CO)(CO)CO.OC[P+](CO)(CO)CO di[tetra(hydroxymethyl)phosphonium] sulfate